NC1=NC(=CC(=N1)N1CC(CCC1)N(C(C=COCCOCCOCCN)=O)CC1=CC(=CC=C1)N1CCCC1)C N-(1-(2-Amino-6-methylpyrimidin-4-yl)piperidin-3-yl)-3-(2-(2-(2-aminoethoxy)ethoxy)-ethoxy)-N-(3-(pyrrolidin-1-yl)benzyl)propenamide